The molecule is a hydrate that is the tetrahydrate form of cadmium nitrate. It is a hydrate, a calcium salt and an inorganic nitrate salt. It contains a calcium nitrate. [N+](=O)([O-])[O-].[N+](=O)([O-])[O-].O.O.O.O.[Ca+2]